[N+](=O)([O-])C1=CC(=C(C=C1C(=O)[O-])OC)OC 6-nitro-veratroate